CC1(N(CCNC1=O)C(=O)OCC1=CC=CC=C1)C benzyl 2,2-dimethyl-3-oxopiperazine-1-carboxylate